1-hexylimidazole bistrifluoromethanesulfonimide salt [N-](S(=O)(=O)C(F)(F)F)S(=O)(=O)C(F)(F)F.C(CCCCC)N1C=NC=C1